C1(CC1)C1=NN(C=N1)C1CC2(CN(C2)C(=O)N2CC3(C2)CC(C3)CN3N=C(C=C3C(F)(F)F)C)C1 [6-(3-cyclopropyl-1,2,4-triazol-1-yl)-2-azaspiro[3.3]heptan-2-yl]-[6-[[3-methyl-5-(trifluoromethyl)pyrazol-1-yl]methyl]-2-azaspiro[3.3]heptan-2-yl]methanone